(S)- and (R)-2-((4-Cyanophenethyl)amino)-N-(4-(1-methyl-1H-pyrazol-4-yl)phenyl)-2-phenylacetamide C(#N)C1=CC=C(CCN[C@H](C(=O)NC2=CC=C(C=C2)C=2C=NN(C2)C)C2=CC=CC=C2)C=C1 |r|